6'-(aminomethyl)-2'-(2,6-difluoro-3,5-dimethoxyphenyl)-1'H-spiro[cyclopropane-1,4'-[2,7]naphthyridine]-3'(2'H)-one hydrochloride Cl.NCC=1C=C2C3(C(N(CC2=CN1)C1=C(C(=CC(=C1F)OC)OC)F)=O)CC3